C1(C=CC2=CC=CC=C12)[Ti](CC)(CC)C1C=CC2=CC=CC=C12 bis(indenyl)diethyl-titanium